ClC1=C(C=C(C(=C1)Cl)NC(C)=O)OC 2,4-dichloro-5-acetamidoanisole